(2S)-2-[[[(2R,3R,4R,5R)-5-(2,4-dioxopyrimidin-1-yl)-4-fluoro-3-hydroxy-4-methyloxolan-2-yl]methoxy-[4-[(E)-3-phenylprop-2-enoyl]phenoxy]phosphoryl]amino]propanoate O=C1N(C=CC(N1)=O)[C@H]1[C@]([C@@H]([C@H](O1)COP(=O)(OC1=CC=C(C=C1)C(\C=C\C1=CC=CC=C1)=O)N[C@H](C(=O)[O-])C)O)(C)F